FC(CN1C(=NC2=C1C=C(C=C2F)C=2C(=CN1N=C(N=C(C12)OC)N[C@H]1C(CN(C1)C(C)=O)(F)F)F)C)F (R)-1-(4-((5-(1-(2,2-difluoroethyl)-4-fluoro-2-methyl-1H-benzo[d]imidazol-6-yl)-6-fluoro-4-methoxypyrrolo[2,1-f][1,2,4]triazin-2-yl)amino)-3,3-difluoropyrrolidin-1-yl)ethan-1-one